NC=1C=C(COCC2=C(C=CC(=N2)NC(OC(C)(C)C)=O)F)C=C(C1OC)N1N=C(N=C1)C Tert-butyl (6-(((3-amino-4-methoxy-5-(3-methyl-1H-1,2,4-triazol-1-yl)benzyl)oxy)methyl)-5-fluoropyridin-2-yl)carbamate